4-(cyclohexylamino)-N-methyl-3-(1H-1,2,3-triazol-2-yl)benzenesulfonamide C1(CCCCC1)NC1=C(C=C(C=C1)S(=O)(=O)NC)N1NC=CN1